2-bromo-4,6-di-tert-butyl-anisole BrC1=C(C(=CC(=C1)C(C)(C)C)C(C)(C)C)OC